NC1=NC=CC=C1C1=NC=2C(=NC(=CC2)C2=CC=CC=C2)N1C1=CC=C(C=C1)C1CN(C1)CC1CCC(CC1)C1=NSC(N1)=O 3-(4-((3-(4-(2-(2-aminopyridin-3-yl)-5-phenyl-3H-imidazo[4,5-b]pyridin-3-yl)phenyl)azetidin-1-yl)methyl)cyclohexyl)-1,2,4-thiadiazol-5(4H)-one